C(C1=CC=CC=C1)N(CCCOCCCOC1CCN(CC1)C(=O)OC(C)(C)C)CC1=CC=CC=C1 tert-butyl 4-[3-[3-(dibenzylamino)propoxy]propoxy]piperidine-1-carboxylate